3-(benzo[d][1,3]Dioxolan-5-yl)-N-(2-morpholinopyrimidin-4-yl)isoxazole-5-amine O1COC2=C1C=CC(=C2)C2=NOC(=C2)NC2=NC(=NC=C2)N2CCOCC2